ClC1=CC=C2C(=CNC2=C1C=1N=CN(C1C)C)S(=O)(=O)NC1=NC(=C(C(=N1)OC)OCC(F)F)OC 6-Chloro-N-[5-(2,2-difluoroethoxy)-4,6-dimethoxy-pyrimidin-2-yl]-7-(1,5-dimethylimidazol-4-yl)-1H-indole-3-sulfonamide